FC(C=1OC(=CC1C(=O)O)C1=CC(=CC=C1)C(F)(F)F)(F)F 2-(trifluoromethyl)-5-(3-(trifluoromethyl)phenyl)furan-3-carboxylic acid